CC=CBr Bromopropene